CC=1C=CC=C(C1)S(=O)(=O)F 5-methylbenzenesulfonyl fluoride